(R)-1-(difluoromethyl)-N-(7-(piperazin-1-yl)chroman-3-yl)-1H-pyrrolo[2,3-b]pyridine-5-carboxamide FC(N1C=CC=2C1=NC=C(C2)C(=O)N[C@H]2COC1=CC(=CC=C1C2)N2CCNCC2)F